O[C@@H]1[C@H](CCC1)N1N=C2N=C(C=CC2=C1)C1=C(C=C(C=C1C)C(F)(F)F)O 2-[2-[(1S,2S)-2-hydroxycyclopentyl]pyrazolo[3,4-b]pyridin-6-yl]-3-methyl-5-(trifluoromethyl)phenol